(R)-[2-(4-bromo-phenyl)-4-fluoro-2H-pyrazol-3-yl]-carbamic acid 1-(2-chloro-phenyl)-ethyl ester ClC1=C(C=CC=C1)[C@@H](C)OC(NC=1N(N=CC1F)C1=CC=C(C=C1)Br)=O